2-(4-(8-amino-5-(4-((tert-butoxycarbonyl)(methyl)amino)cyclohex-1-en-1-yl)-3-isopropylimidazo[1,5-a]pyrazin-1-yl)naphthalen-1-yl)acetic acid NC=1C=2N(C(=CN1)C1=CCC(CC1)N(C)C(=O)OC(C)(C)C)C(=NC2C2=CC=C(C1=CC=CC=C21)CC(=O)O)C(C)C